tert-butyl (R)-(5-amino-5-(3-(4-decylphenyl)-1,2,4-oxadiazol-5-yl)pentyl)carbamate N[C@H](CCCCNC(OC(C)(C)C)=O)C1=NC(=NO1)C1=CC=C(C=C1)CCCCCCCCCC